BrC=1C=NC(=NC1)CN1C(=NC=C1)Cl 5-bromo-2-((2-chloro-1H-imidazol-1-yl)methyl)pyrimidine